5,5-difluoro-N'-hydroxy-4,4-dimethyl-3-oxohexanamidine FC(C(C(CC(=NO)N)=O)(C)C)(C)F